2-(1-(7-methoxy-6-(2-methoxyethoxy)quinolin-4-yl)piperidin-4-yl)propan-1-amine COC1=C(C=C2C(=CC=NC2=C1)N1CCC(CC1)C(CN)C)OCCOC